NC=1C=C(C2=C(CCO2)C1)C1(CCC(CC1)(F)F)O 1-(5-amino-2,3-dihydrobenzofuran-7-yl)-4,4-difluorocyclohexane-1-ol